tert-butyl (S)-2-methyl-4-methylenepiperidine-1-carboxylate C[C@@H]1N(CCC(C1)=C)C(=O)OC(C)(C)C